2,5-bis(p-tolyl)-terephthalic acid C1(=CC=C(C=C1)C1=C(C(=O)O)C=C(C(=C1)C(=O)O)C1=CC=C(C=C1)C)C